3-(4-bromo-1-oxo-isoindoline-2-yl)piperidine-2,6-dione BrC1=C2CN(C(C2=CC=C1)=O)C1C(NC(CC1)=O)=O